tert-butyl (2-(4-acetylphenyl)-7,7-dimethyl-1,3-dioxo-2,3,5,12b-tetrahydro-1H,7H-chromeno[4,3-c][1,2,4]triazolo[1,2-a]pyridazin-10-yl)carbamate C(C)(=O)C1=CC=C(C=C1)N1C(N2N(CC=C3C2C=2C=CC(=CC2OC3(C)C)NC(OC(C)(C)C)=O)C1=O)=O